CN1C(CC(C2=CC=CC=C12)CC1=CC(=CC=C1)OC)=O 1-methyl-4-(3-methoxybenzyl)-3,4-dihydroquinolin-2(1H)-one